COC1=CC=C(CN(S(=O)(=O)C2(CC2)COC=2N=CC=C3C=C(C(N(C23)C)=O)C(=O)OCC)CC2=CC=C(C=C2)OC)C=C1 ethyl 8-((1-(N,N-bis(4-methoxybenzyl)sulfamoyl)cyclopropyl)methoxy)-1-methyl-2-oxo-1,2-dihydro-1,7-naphthyridine-3-carboxylate